N-((hydroxycyclohexyl)methyl)piperidine-4-carboxamide OC1(CCCCC1)CNC(=O)C1CCNCC1